3-((13S,15R,E)-3-fluoro-17-(hydroxyimino)-13-methyl-7,8,9,11,12,13,14,15,16,17-decahydro-6H-cyclopenta[a]phenanthren-15-yl)-N-(5-morpholinopyridin-2-yl)propanamide FC=1C=CC=2C3CC[C@@]4(/C(/C[C@H](C4C3CCC2C1)CCC(=O)NC1=NC=C(C=C1)N1CCOCC1)=N/O)C